FC(/C=C(\C1=CNC2=CC(=CC=C12)C(=O)N1C[C@@](CC1)(C(F)(F)F)O)/N=C(\N)/N[C@@H]1CN(CCC1)C(=O)OC(C)(C)C)(F)F Tert-butyl (3S)-3-[[(E)-N'-[(E)-3,3,3-trifluoro-1-[6-[(3S)-3-hydroxy-3-(trifluoromethyl) pyrrolidine-1-carbonyl]-1H-indol-3-yl] prop-1-enyl]carbamimidoyl]amino]piperidine-1-carboxylat